vanadium (III) 2,4-pentanedione CC(CC(C)=O)=O.[V+3]